methyl 5-methoxy-1-methyl-6-oxo-2-(1-phenyl-1,2,3,4-tetrahydroisoquinolin-2-yl)-1,6-dihydropyrimidine-4-carboxylate COC1=C(N=C(N(C1=O)C)N1C(C2=CC=CC=C2CC1)C1=CC=CC=C1)C(=O)OC